3-ethoxy-4-(1-(1-ethoxyethyl)-1H-pyrazol-4-yl)pyridin-2-amine C(C)OC=1C(=NC=CC1C=1C=NN(C1)C(C)OCC)N